BrC1=NC=C(C(=C1)CC(C(=O)OCC)=O)[N+](=O)[O-] ethyl 3-(2-bromo-5-nitro-4-pyridinyl)-2-oxo-propionate